P(=O)(OCC)(OCC)OC1=C(C=C(C=C1)CO)C(F)(F)F diethyl (4-(hydroxymethyl)-2-(trifluoromethyl) phenyl) phosphate